nitrogen (ammonia) N.[N]